FC=1C(=C2CCN(CC2=CC1)C)C1=NC=2C=CNC(C2C(=C1)NC1=NC=C(C=C1)N1CCC(CC1)O)=O 2-(6-fluoro-2-methyl-3,4-dihydro-1H-isoquinolin-5-yl)-4-[[5-(4-hydroxy-1-piperidyl)-2-pyridyl]amino]-6H-1,6-naphthyridin-5-one